C1(=CC=CC=C1)C1=CC(C2=CC=CC=C12)=[Ru-3](=C1N(C(=C(N1CC)Cl)Cl)CC)Cl (3-phenyl-1H-inden-1-ylidene)(4,5-dichloro-1,3-diethyl-1,3-dihydro-2H-imidazol-2-ylidene)ruthenium (II) chloride